C[Si](O[SiH2]O[Si](C)(C)C)(C)C Hexamethyl-trisiloxane